NC1=NNC2=CC=C(C(=C12)F)C1=C(C=C(C=C1)S(=O)(=O)N1[C@@H](CC(C1)(F)F)CO)C (S)-(1-((4-(3-amino-4-fluoro-1H-indazol-5-yl)-3-methylphenyl)sulfonyl)-4,4-difluoropyrrolidin-2-yl)methanol